N-(5-cyclopropyl-2-(4-hydroxy-4-methylpiperidin-1-yl)phenyl)-picolinamide C1(CC1)C=1C=CC(=C(C1)NC(C1=NC=CC=C1)=O)N1CCC(CC1)(C)O